N-phenyl-pivaloamide methyl-(2R,3S,4aR,7aS)-2-[4-(cyclopentylamino)phenyl]-1,2,3,4,4a,5,7,7a-octahydrofuro[3,4-b]pyridine-3-carboxylate COC(=O)[C@H]1C[C@@H]2[C@H](N[C@H]1C1=CC=C(C=C1)NC1CCCC1)COC2.C2(=CC=CC=C2)NC(C(C)(C)C)=O